methyl 2-(2,3-dichlorophenyl)-2-fluoro-acetate ClC1=C(C=CC=C1Cl)C(C(=O)OC)F